S1C=CC2=C1C(OCC2([2H])[2H])CNC 1-(4,7-dihydro-5H-thieno[2,3-c]pyran-7-yl-4,4-d2)-N-methylmethanamine